1-(4-((4-(benzylthio)phenyl)sulfonyl)-3-propylpiperazin-1-yl)-2,2,2-trifluoroethan-1-one C(C1=CC=CC=C1)SC1=CC=C(C=C1)S(=O)(=O)N1C(CN(CC1)C(C(F)(F)F)=O)CCC